ClCC=1OC2=C(N1)C=C(C=C2)C 2-(chloromethyl)-5-monomethyl-1,3-benzoxazole